3-(tetrahydro-2H-thiopyran-4-yl)pyridine S1CCC(CC1)C=1C=NC=CC1